(1S,4s)-4-(8-(2,6-dichloro-4-fluorophenylamino)-2-((R)-1-phenylpiperidin-3-ylamino)-9H-purin-9-yl)cyclohexanecarboxamide ClC1=C(C(=CC(=C1)F)Cl)NC=1N(C2=NC(=NC=C2N1)N[C@H]1CN(CCC1)C1=CC=CC=C1)C1CCC(CC1)C(=O)N